2-(1-(thien-2-yl)cyclopropyl)-5,6,7,8-tetrahydropyrido[4,3-d]Pyrimidin-4(3H)-one S1C(=CC=C1)C1(CC1)C=1NC(C2=C(N1)CCNC2)=O